ClC=1C=C(C=CC1F)[C@@H]1CN2[C@H](CO1)CN(CC2)C(=O)C=2C(=C(C=CC2)C=2C=CC(NC2)=O)Cl 5-[3-[(3R,9aS)-3-(3-chloro-4-fluoro-phenyl)-3,4,6,7,9,9a-hexahydro-1H-pyrazino[2,1-c][1,4]oxazine-8-carbonyl]-2-chloro-phenyl]-1H-pyridin-2-one